CC1=NN(C(=C1)NC=1SC(=CN1)[N+](=O)[O-])C1=NC(=C(C(N1)=O)C)C (3-methyl-5-((5-nitrothiazol-2-yl)amino)-1H-pyrazol-1-yl)-5,6-dimethyl-4(3H)pyrimidinone